C(#N)C1=C(N=C2N(C1=O)C=C(C=C2[C@@H](C)NC2=C(C(=O)O)C=CC=C2)C)N2CC1(C2)CCC1 (R)-2-((1-(3-cyano-7-methyl-4-oxo-2-(2-azaspiro[3.3]heptan-2-yl)-4H-pyrido[1,2-a]pyrimidin-9-yl)ethyl)amino)benzoic acid